S1N=CC(=C1)C=1C=C(C=CC1)[C@H]1C[C@@H]([C@H]2[C@@H]1OC(O2)(C)C)O (3aS,4S,6R,6aR)-6-(3-(isothiazol-4-yl)phenyl)-2,2-dimethyltetrahydro-4H-cyclopenta[d][1,3]dioxol-4-ol